FC1=C(CC(CNC(=O)C2=NN(C(N2)=O)C)(CC)CC)C=CC(=C1)F N-(2-(2,4-difluorobenzyl)-2-ethylbutyl)-1-methyl-5-oxo-4,5-dihydro-1H-1,2,4-triazole-3-carboxamide